2-bromo-2-fluoroethan-1-ol BrC(CO)F